(1R,3S)-3-(3-(1-cyclopropyl-3-(2-formyl-3-hydroxy phenyl)-1H-pyrazole-5-carboxamido)-1H-pyrazol-5-yl)cyclopentyl isopropylcarbamate C(C)(C)NC(O[C@H]1C[C@H](CC1)C1=CC(=NN1)NC(=O)C1=CC(=NN1C1CC1)C1=C(C(=CC=C1)O)C=O)=O